(R)-6-chloro-3-((1-(2-(2,3-dichlorophenyl)-3,6-dimethyl-4-oxo-3,4-dihydroquinazolin-8-yl)ethyl)amino)-N-(methylsulfonyl)picolinamide ClC1=CC=C(C(=N1)C(=O)NS(=O)(=O)C)N[C@H](C)C=1C=C(C=C2C(N(C(=NC12)C1=C(C(=CC=C1)Cl)Cl)C)=O)C